1-(5-chloropyrazin-2-yl)-5,5-difluoro-3-(trifluoromethyl)-1,4,5,6-tetrahydrocyclopenta[b]pyrrol-4-ol ClC=1N=CC(=NC1)N1C2=C(C(=C1)C(F)(F)F)C(C(C2)(F)F)O